1-(4-hydroxy-3,5-Dimethoxyphenyl)ethanone OC1=C(C=C(C=C1OC)C(C)=O)OC